NO[C@@H]1CN(CC1)C(=O)OC(C)(C)C (S)-tert-Butyl 3-(aminooxy)pyrrolidine-1-carboxylate